BrC1C(OC(C1)=O)=O 3-bromotetrahydrofuran-2,5-dione